5,11-octadecadienoic acid C(CCCC=CCCCCC=CCCCCCC)(=O)O